6-methoxy-8-methylquinolin-4-ol COC=1C=C2C(=CC=NC2=C(C1)C)O